6-(6-methyl-4-piperazin-1-yl-5,6,7,8-tetrahydroquinazolin-7-yl)-5-(trifluoromethyl)pyridin-2-amine CC1CC=2C(=NC=NC2CC1C1=C(C=CC(=N1)N)C(F)(F)F)N1CCNCC1